4-(3-chloropyridin-4-yl)-2-(morpholin-4-yl)-8-(1H-pyrazol-5-yl)-1,7-naphthyridine ClC=1C=NC=CC1C1=CC(=NC2=C(N=CC=C12)C1=CC=NN1)N1CCOCC1